(E)-7-[2-[(tert-butoxycarbonylamino)-methyl-amino]-7-quinolyl]-2-cyclopentyl-5,5-dimethyl-4-oxo-hept-6-enoic acid C(C)(C)(C)OC(=O)NN(C1=NC2=CC(=CC=C2C=C1)/C=C/C(C(CC(C(=O)O)C1CCCC1)=O)(C)C)C